(S)-N-(4-(8-fluoro-7-((1,1,1-trifluoropropan-2-yl)oxy)-1,3,4,5-tetrahydro-2H-Benzo[c]azepine-2-yl)-2,6-dimethylphenyl)-3,3-dimethylbutanamide FC=1C(=CC2=C(CN(CCC2)C2=CC(=C(C(=C2)C)NC(CC(C)(C)C)=O)C)C1)O[C@H](C(F)(F)F)C